C[N+](CCCCCCCCCCCC)(C)C.P(=O)(OCCCCCCCC)([O-])[O-].C[N+](C)(C)CCCCCCCCCCCC octyl phosphate trimethyllauryl-ammonium salt